C(C)C1=C(NC2=CC=C(C=C12)C1CCN(CC1)C)C1=CC(=NC=C1)C 3-ethyl-5-(1-methylpiperidin-4-yl)-2-(2-methylpyridin-4-yl)-1H-indole